6-methyl-1-phenyl-2(1H)pyridone CC1=CC=CC(N1C1=CC=CC=C1)=O